N-(3-(7-(1-(difluoromethyl)-1H-pyrazol-4-yl)-2-methyl-2,3-dihydro-[1,4]dioxino[2,3-c]pyridin-5-yl)-1-methyl-1H-pyrrolo[2,3-c]pyridin-5-yl)acetamide FC(N1N=CC(=C1)C1=CC2=C(C(=N1)C1=CN(C3=CN=C(C=C31)NC(C)=O)C)OCC(O2)C)F